(S)-3-cyclohexene-1-formic acid methyl ester COC(=O)[C@@H]1CC=CCC1